COC=1C=C(C=CC1OC)C=1C=NC=CC1NC1=CC=C(C=C1)C1=NN=CN1C 3-(3,4-Dimethoxyphenyl)-N-[4-(4-methyl-4H-1,2,4-triazol-3-yl)phenyl]Pyridin-4-amine